[2-(Cyclopropylsulfanyl)-4-methylpyridin-3-yl]methanol C1(CC1)SC1=NC=CC(=C1CO)C